C(C)(=O)N(C1=C(C=C(C=C1)C1=CC=C(C=N1)C(=O)NCC=1C(=NC(=CC1)C)C)C)CC1CC1 6-[4-[Acetyl(cyclopropylmethyl)amino]-3-methyl-phenyl]-N-[(2,6-dimethyl-3-pyridyl)methyl]pyridine-3-carboxamide